tert-butyl-2-(4-fluorophenoxy)-N-isoamyl-1H-imidazole-1-carboxamide C(C)(C)(C)C=1N=C(N(C1)C(=O)NCCC(C)C)OC1=CC=C(C=C1)F